1-(3-((7-methoxy-4-((4-(trifluoromethyl)phenyl)-amino)quinazolin-6-yl)-oxy)azetidin-1-yl)prop-2-en-1-one COC1=C(C=C2C(=NC=NC2=C1)NC1=CC=C(C=C1)C(F)(F)F)OC1CN(C1)C(C=C)=O